2-(4-cyclopropyl-6-methoxypyrimidin-5-yl)-4-(4-(1-isopropyl-4-(trifluoromethyl)-1H-imidazol-2-yl)benzyl)-7,8-dihydropyrido[4,3-d]pyrimidin-5(6H)-one C1(CC1)C1=NC=NC(=C1C=1N=C(C2=C(N1)CCNC2=O)CC2=CC=C(C=C2)C=2N(C=C(N2)C(F)(F)F)C(C)C)OC